N-(5-chloro-2-((5-chloro-2-methoxy-4-(4-(4-methylpiperazin-1-yl)piperidin-1-yl)phenyl)amino)pyrimidin-4-yl)-N-(4-(methylsulfonamido)benzo[d]thiazol-5-yl)methanesulfonamide ClC=1C(=NC(=NC1)NC1=C(C=C(C(=C1)Cl)N1CCC(CC1)N1CCN(CC1)C)OC)N(S(=O)(=O)C)C=1C=CC2=C(N=CS2)C1NS(=O)(=O)C